(S)-1-(4-(2-(4-((R)-2-acetoxy-3-chloropropoxy)-3-chlorophenyl)propan-2-yl)-2-chlorophenoxy)-3-methoxypropan-2-yl acetate C(C)(=O)O[C@H](COC1=C(C=C(C=C1)C(C)(C)C1=CC(=C(C=C1)OC[C@H](CCl)OC(C)=O)Cl)Cl)COC